2-(4-(tert-butyl)phenyl)-N-((2-(2,6-dioxopiperidin-3-yl)-1-oxoisoindolin-5-yl)methyl)-N-methyl-2-oxoacetamide C(C)(C)(C)C1=CC=C(C=C1)C(C(=O)N(C)CC=1C=C2CN(C(C2=CC1)=O)C1C(NC(CC1)=O)=O)=O